FC1=CC=C(C=C1)N([C@H]1[C@H](CN(CC1)C1=C(C(N(C2=CC=C(N=C12)C)C)=O)C#N)C)C 4-[(3S,4R)-4-[(4-fluorophenyl)(methyl)amino]-3-methylpiperidin-1-yl]-1,6-dimethyl-2-oxo-1,2-dihydro-1,5-naphthyridine-3-carbonitrile